S(=O)(=O)(O)[O-].C[N+](CCCCCCCC)(CCCCCCCC)CCCCCCCC methyltri-octylammonium hydrogen sulfate